N[C@H]1CN(C[C@H]1OC)C(=O)C=1NC2=CC=C(C(=C2C1F)Cl)F ((3S,4R)-3-amino-4-methoxypyrrolidin-1-yl)(4-chloro-3,5-difluoro-1H-indol-2-yl)methanone